N-[trans-4-(8'-chloro-4'H,6'H-spiro[1,3-dioxolane-2,5'-[1,2,4]triazolo[4,3-a][1]benzazepine]-1'-yl)cyclohexyl]pyridin-2-amine ClC=1C=CC2=C(CC3(CC=4N2C(=NN4)[C@@H]4CC[C@H](CC4)NC4=NC=CC=C4)OCCO3)C1